Propyl-Silan C(CC)[SiH3]